N=1NCCC1 2,4-Dihydro-3H-pyrazol